tetravinyldiphenylmethane C(=C)C=1C(=C(C(=C(C1)CC1=CC=CC=C1)C=C)C=C)C=C